2-(8-(thiazol-2-ylthio)imidazo[1,5-a]pyridin-3-yl)propan-2-amine hydrochloride Cl.S1C(=NC=C1)SC=1C=2N(C=CC1)C(=NC2)C(C)(C)N